C(C)(C)(C)C=1C=C(C=C(C1)C(C)(C)C)C=1C=C(C=C(C1)C1=CC(=CC(=C1)C(C)(C)C)C(C)(C)C)O 3,5-di(3,5-di-t-butylphenyl)phenol